CC=1C=C(C=C2C=CN(C12)C(CC)=O)C1=CC=C(C(=O)O)C=C1 4-(7-methyl-1-propionylindol-5-yl)benzoic acid